COCCOCCCCCCCCCCC[Si](Cl)(Cl)Cl 11-(2-methoxyethoxy)undecyltrichlorosilane